1-(7-methylimidazo[1,5-a]pyridin-3-yl)propan-2-amine CC1=CC=2N(C=C1)C(=NC2)CC(C)N